(S)-4-(hydroxymethyl)-2,3-dihydro-1H-pyrrole-1,2-dicarboxylic acid 1-(tert-butyl) ester 2-ethyl ester CCOC(=O)[C@H]1N(C=C(C1)CO)C(=O)OC(C)(C)C